C(=O)O.NC1CCN(CC1)CCOC=1C=C2C(N(C(C2=CC1)=O)C1C(NC(CC1)=O)=O)=O 5-[2-(4-aminopiperidin-1-yl)ethoxy]-2-(2,6-dioxopiperidin-3-yl)isoindole-1,3-dione formate salt